FC(F)(F)OB(O)O trifluoromethyl-boric acid